ClC=1C=CC2=C([C@@H]([C@](O2)(C2=CC=CC=C2)CNC2CCC(CC2)(C)O)C)C1C1=C(C(=O)N)C=CC(=C1F)OC(F)F 2-((2S,3S,4S)-5-chloro-2-((((cis)-4-hydroxy-4-methylcyclohexyl)amino)methyl)-3-methyl-2-phenyl-2,3-dihydrobenzofuran-4-yl)-4-(difluoromethoxy)-3-fluorobenzamide